trifluoromethanesulfonyl-(3-(2-methyl-6-((1-(tert-butyldimethylsilyloxy)cyclohexyl)ethynyl)phenyl))propanamine FC(S(=O)(=O)C(CCC1=C(C=CC=C1C#CC1(CCCCC1)O[Si](C)(C)C(C)(C)C)C)N)(F)F